C(C)(C)(C)OC(=O)N1CC2(C1)CC(C2)C(=O)C=2N=NC(=CC2)C(F)(F)F 6-[6-(trifluoromethyl)pyridazine-3-carbonyl]-2-azaspiro[3.3]heptane-2-carboxylic acid tert-butyl ester